FC1=C(C=C(C=C1)S(=O)(=O)N(C)CC1=CC=C(C=C1)OC)C=1N=C2O[C@H](CN2C1)C (S)-4-fluoro-N-(4-methoxybenzyl)-N-methyl-3-(2-methyl-2,3-dihydroimidazo[2,1-b]oxazol-6-yl)benzenesulfonamide